N[C@H](C#CC1=C(C=C(C=N1)C=1C=C(C=CC1C)NC(=O)C1=CC(=NC=C1)C(F)(F)F)N1CCOCC1)C N-(3-{6-[(3S)-3-aminobut-1-yn-1-yl]-5-(morpholin-4-yl)pyridin-3-yl}-4-methylphenyl)-2-(trifluoromethyl)pyridine-4-carboxamide